[Br-].C(=O)C1=CC=C(C[N+](C)(C)C)C=C1 4-formyl-N,N,N-trimethyl-benzyl-ammonium bromide